N1=C(C(=CC2=CC=CC=C12)C(=O)Cl)C1=NC2=CC=CC=C2C=C1 2,2'-biquinolinecarbonyl chloride